C(C)C1=NC2=CC(C(C=C2N=C1)C)C 2-ethyl-6,7-dimethyl-6,7-dihydroquinoxaline